C(C)(C)(C)OC(=O)N1C[C@H](OCC1)CN=[N+]=[N-] (2S)-2-(azidomethyl)morpholine-4-carboxylic acid tert-butyl ester